C(#N)C1=CC=C(C=C1)NCCC1COC2(CN(C2)C(=O)OC(C)(C)C)OC1 tert-butyl 7-(2-((4-cyanophenyl)amino)ethyl)-5,9-dioxa-2-azaspiro[3.5]nonane-2-carboxylate